C(#N)C=1C(OC(C1\C=C\C=1SC(=CC1)\C=C\C1=C(C=C(C=C1)N(C)CCO)OCCCCO)(C)C)=C(C#N)C#N 2-[3-Cyano-4-[(E)-2-[5-[(E)-2-(4-hydroxybutoxy)-4-[(2-hydroxyethyl)(methyl)amino]styryl]thiophen-2-yl]vinyl]-5,5-dimethylfuran-2(5H)-ylidene]malononitrile